1-(2-fluoro-4-(2-azaspiro[3.3]heptan-6-yl)phenyl)dihydropyrimidine-2,4(1H,3H)-dione trifluoroacetate FC(C(=O)O)(F)F.FC1=C(C=CC(=C1)C1CC2(CNC2)C1)N1C(NC(CC1)=O)=O